5-bromo-4-chloro-1-methyl-1H-1,3-benzodiazol BrC1=C(C2=C(N(C=N2)C)C=C1)Cl